N1=CC=C(C=C1)C1=NN(C2=CC3=C(C=C12)N=C(N3)C(=O)OC)C(C3=CC=CC=C3)(C3=CC=CC=C3)C3=CC=CC=C3 methyl 3-(pyridin-4-yl)-1-trityl-1,7-dihydroimidazo[4,5-f]indazole-6-carboxylate